lauryl-dimethylaminoethyl-glycine C(CCCCCCCCCCC)N(CC(=O)O)CCN(C)C